tert-butyl 4-[6-(1-benzyloxycarbonyl-3,6-dihydro-2H-pyridin-4-yl)-5-vinyl-3-pyridyl]piperazine-1-carboxylate C(C1=CC=CC=C1)OC(=O)N1CCC(=CC1)C1=C(C=C(C=N1)N1CCN(CC1)C(=O)OC(C)(C)C)C=C